C1(=CC=CC=C1)C1=C(C=CC(=C1)C1=CC=C(C=C1)C(C)(C)C)C1=CC=C(C=C1)CCCCCCCC phenyl-4-(4-tert-butylphenyl)-4'-octylbiphenyl